ClC=1C(=C(C=CC1)C1(CNCC1)NC1=CC(=C2C=CC=NC2=C1)OC)C N-[3-(3-chloro-2-methylphenyl)pyrrolidin-3-yl]-5-methoxyquinolin-7-amine